ethyl 3-((benzyloxy) methyl)-1,2,4-thiadiazole-5-carboxylate C(C1=CC=CC=C1)OCC1=NSC(=N1)C(=O)OCC